NC1=NC=2C=CC(=CC2C2=C1C=NN2C)C(=O)N(N2C(C1=CC=CC=C1C2)=O)CC=2N=C1N(C=CC=C1)C2 4-amino-N-(imidazo[1,2-a]pyridin-2-ylmethyl)-1-methyl-N-(1-oxoisoindolin-2-yl)pyrazolo[4,3-c]quinoline-8-carboxamide